[PH3]=O phosphane-1-oxide